ethyl-[4-(2,4-dichlorophenylsulfonyl)-1-piperazinyl] benzothiazole-6-carboxylate S1C=NC2=C1C=C(C=C2)C(=O)ON2C(CN(CC2)S(=O)(=O)C2=C(C=C(C=C2)Cl)Cl)CC